N-(1-(octahydropyrrolo[3,4-c]pyrrole-2-carbonyl)-1H-pyrazol-3-yl)acetamide Benzyl-(3R)-3-isothiocyanatopiperidine-1-carboxylate C(C1=CC=CC=C1)OC(=O)N1C[C@@H](CCC1)N=C=S.C1N(CC2C1CNC2)C(=O)N2N=C(C=C2)NC(C)=O